BrC1=NC=C(N=C1)C1CC1 2-bromo-5-cyclopropyl-pyrazine